C1=CC=C(C=C1)C(C2=CC=CS2)(C(=O)O)O The molecule is a 2-hydroxy monocarboxylic acid that is phenylacetic acid bearing hydroxy and 2-thenyl substituents at position 2. It has a role as a hapten. It is a member of thiophenes and a 2-hydroxy monocarboxylic acid. It derives from an acetic acid.